4-((5-((3-Oxo-4-(3-(trifluoromethoxy)phenyl)piperazin-1-yl)methyl)-1H-imidazol-1-yl)methyl)-2-phenoxybenzonitrile O=C1CN(CCN1C1=CC(=CC=C1)OC(F)(F)F)CC1=CN=CN1CC1=CC(=C(C#N)C=C1)OC1=CC=CC=C1